C(C)OCCN(CCC(C(=O)O)NC(C1=C(C=CC=C1OC)F)=O)CCCCC1=NC=2NCCCC2C=C1 4-[2-ethoxyethyl-[4-(5,6,7,8-tetrahydro-1,8-naphthyridin-2-yl)butyl]amino]-2-[(2-fluoro-6-methoxy-benzoyl)amino]butanoic acid